diphenyl(2,4,6-trimethylbenzoyl) oxide C1(=CC=CC=C1)C=1C(=C(C(=C(C(=O)OC(C2=C(C(=C(C(=C2C)C2=CC=CC=C2)C)C2=CC=CC=C2)C)=O)C1C)C)C1=CC=CC=C1)C